5-[4-[(3S)-1-(3-fluoropropyl)pyrrolidin-3-yl]oxyphenyl]-6-(3-methyl-benzotriazol-5-yl)-8,9-dihydro-7H-benzo[7]annulen-2-ol FCCCN1C[C@H](CC1)OC1=CC=C(C=C1)C1=C(CCCC2=C1C=CC(=C2)O)C2=CC1=C(N=NN1C)C=C2